(R)-5-chloro-N4-(2-(isopropylsulfonyl)phenyl)-N2-(1-(piperidin-4-ylmethyl)pyrrolidin-3-yl)pyrimidine-2,4-Diamine ClC=1C(=NC(=NC1)N[C@H]1CN(CC1)CC1CCNCC1)NC1=C(C=CC=C1)S(=O)(=O)C(C)C